C(#N)C1(C=CC(C(C1)(C)C)=O)C cyano-1,5,5-trimethyl-4-oxocyclohex-2-en